2-bromo-3,4,5-tris(trideuteromethoxy)benzoic acid BrC1=C(C(=O)O)C=C(C(=C1OC([2H])([2H])[2H])OC([2H])([2H])[2H])OC([2H])([2H])[2H]